C(CCC#C)(O)O 4-Pentyndiol